(S)-2-(tert-butoxy)-2-(7-(4-chlorophenyl)-2-(3-(1-(2-methoxyethyl)piperidin-4-yl)-1-methyl-1H-indazol-5-yl)-5-methylbenzo[d]thiazol-6-yl)acetic acid C(C)(C)(C)O[C@H](C(=O)O)C1=C(C2=C(N=C(S2)C=2C=C3C(=NN(C3=CC2)C)C2CCN(CC2)CCOC)C=C1C)C1=CC=C(C=C1)Cl